FC1=C(CC(CNC(=O)N2CC(OCC2)C2=CC(=C(C=C2)F)F)CO)C=CC(=C1)F N-(2-(2,4-difluorobenzyl)-3-hydroxypropyl)-2-(3,4-difluorophenyl)morpholine-4-carboxamide